N-((1s,4s)-4-(8-(3-chlorophenylamino)-2-(4-methyltetrahydro-2H-pyran-4-ylamino)-9H-purin-9-yl)cyclohexyl)acetamide ClC=1C=C(C=CC1)NC=1N(C2=NC(=NC=C2N1)NC1(CCOCC1)C)C1CCC(CC1)NC(C)=O